C(#N)CC(=O)NC=1C(=NC=CC1C)C(C)C 2-cyano-N-(2-isopropyl-4-methylpyridin-3-yl)acetamide